C[Pt](C1(C(=C(C=C1)C[Si](OC)(OC)OC)[Si](C)(C)CC=C)[Si](CC=C)(C)C)(C)C Trimethyl[(trimethoxysilyl)methyl-bis(allyldimethylsilyl)cyclopentadienyl]-platinum(IV)